N-(4-(4-(ethylsulfonylamino)-3-fluorophenyl)-1H-pyrrolo[2,3-b]pyridin-6-yl)butanamide C(C)S(=O)(=O)NC1=C(C=C(C=C1)C1=C2C(=NC(=C1)NC(CCC)=O)NC=C2)F